((6-(hydroxymethyl)pyridin-3-yl)methyl)carbamic acid tert-butyl ester C(C)(C)(C)OC(NCC=1C=NC(=CC1)CO)=O